COC=1C=C(C=CC1)C1=CC=CS1 5-(3-methoxyphenyl)-thiophene